Cl.NC1CCC(CC1)N1C(C(=CC1=O)C1=CC=CC=C1)=O 1-(4-Aminocyclohexyl)-3-phenyl-1H-pyrrole-2,5-dione hydrochloride